CCCCCCCCCCCCCCCCCCCCCCC(C(CCCCCCCCCCCCCCCCCC1CC1CCCCCCCCCCCCCCCCC(C(C)CCCCCCCCCCCCCCCCCC)O)O)C(=O)O The molecule is a 3-hydroxy fatty acid produced by Mycobacterium tuberculosis. It has a role as a bacterial metabolite. It is a mycolic acid, a 3-hydroxy fatty acid and an ultra-long-chain fatty acid. It is a conjugate acid of a dihydroxy mycolate.